O1C2=C(OC(C1([2H])[2H])([2H])[2H])C=C(C=C2)OC2(CCN(CC2)C2=C(C=C1C(=N2)CNC1=O)C)[2H] 2-(4-((2,3-dihydrobenzo[b][1,4]dioxin-6-yl-2,2,3,3-d4)oxy)piperidin-1-yl-4-d)-3-methyl-6,7-dihydro-5H-pyrrolo[3,4-b]pyridin-5-one